C1(=CC=CC=C1)CCNC(C=C)=O N-(2-phenylethyl)acrylamide